Methyl-5-chloro-3-(2-morpholinoethoxy)thiophene CC=1SC(=CC1OCCN1CCOCC1)Cl